4-(1-isopropyl-4-(trifluoromethyl)-1H-imidazol-2-yl)-3-methoxybenzoic acid C(C)(C)N1C(=NC(=C1)C(F)(F)F)C1=C(C=C(C(=O)O)C=C1)OC